ClC=1C=C2CC(C3(C2=CC1OC)CCC(CC3)(C(=O)O)NC3=CC(=CC=C3)Cl)C[C@H](COC3=CC=NC=1CCC[C@H](C31)C)C 5'-chloro-4-(3-chloroanilino)-6'-methoxy-2'-[(2R)-2-methyl-3-{[(5R)-5-methyl-5,6,7,8-tetrahydroquinolin-4-yl]oxy}propyl]-2',3'-dihydrospiro[cyclohexane-1,1'-indene]-4-carboxylic acid